1-(3-ethoxybutoxy)-3,5,5-trimethyl-hexane C(C)OC(CCOCCC(CC(C)(C)C)C)C